5-[(3-Fluorophenoxyethylthio)methyl]-1,3,4-oxadiazol-2(3H)-one FC=1C=C(OCCSCC2=NNC(O2)=O)C=CC1